NN1C=CC(=C1)Cl N-amino-4-chloro-pyrrole